S1C=NC(=C1)C=1SC2=C(C=NC=C2)N1 2-thiazol-4-yl-thiazolo[4,5-c]pyridine